CN(C1=NC2=CC=CC=C2C(=C1)N)C N*2*,N*2*-Dimethyl-quinoline-2,4-diamine